7-(4-(isobutylcarbamoyl)-2-(methoxycarbonyl)phenyl)-4H-thieno[3,2-c]chromene-8-carboxylic acid C(C(C)C)NC(=O)C1=CC(=C(C=C1)C=1C(=CC=2C3=C(COC2C1)C=CS3)C(=O)O)C(=O)OC